O1CCN(CC1)CC1OC=CNC1 (morpholinomethyl)-3,4-dihydro-1H-[1,4]oxazine